7-chloro-10-(3-(4-chloro-3,5-dimethylphenoxy)propyl)-6-(4,6-dimethylpyrimidin-5-yl)-4-methyl-3,4-dihydropyrazino[1,2-a]indol-1(2H)-one ClC=1C=CC=2C(=C3N(C2C1C=1C(=NC=NC1C)C)C(CNC3=O)C)CCCOC3=CC(=C(C(=C3)C)Cl)C